(1r,4r)-2'-[3-(4-amino-2,6-dichlorophenoxy)propyl]-4-(3-chloroanilino)-2',3'-dihydrospiro[cyclohexane-1,1'-indene]-4-carboxylic acid NC1=CC(=C(OCCCC2C3(C4=CC=CC=C4C2)CCC(CC3)(C(=O)O)NC3=CC(=CC=C3)Cl)C(=C1)Cl)Cl